ClC=1C(=NC(=NC1)NCCC#N)C1=CC=C2CN(C(C2=C1)=O)CC(=O)N[C@H](C)C1=CC(=CC=C1)OC 2-(6-{5-Chloro-2-[(2-cyanoethyl)amino]pyrimidin-4-yl}-1-oxo-2,3-dihydro-1H-isoindol-2-yl)-N-[(1R)-1-(3-methoxyphenyl)ethyl]acetamid